C1(=CC=CC=C1)C(CC(=O)O)C1=CC=CC=C1 3,3-diphenyl-propionic acid